Cl.O=C1NC(CCC1N1C(C2=CC=C(C=C2C1=O)OCCCCCCCNC)=O)=O 2-(2,6-Dioxopiperidin-3-yl)-5-((7-(methylamino)heptyl)oxy)isoindoline-1,3-dione hydrochloride